N1=CC=C(C=C1)C1=NC2=CN=CC=C2C(=C1)NC(CCO)C 3-{[2-(pyridin-4-yl)-1,7-naphthyridin-4-yl]amino}butan-1-ol